4-((2R,5SR)-5-((R)-2,2,2-Trifluoro-1-hydroxyethyl)-2-(trifluoromethyl)oxazolidin-3-yl)-2-(trifluoromethyl)benzonitrile FC([C@H](O)[C@@H]1CN([C@H](O1)C(F)(F)F)C1=CC(=C(C#N)C=C1)C(F)(F)F)(F)F |&1:4|